1-isobutyl-3-methyl-1H-thieno[2,3-c]pyrazole-5-carboxylic acid C(C(C)C)N1N=C(C2=C1SC(=C2)C(=O)O)C